COC1=CC=C(C=N1)C=1N=C2N(C=CC=N2)C1 2-(6-Methoxypyridin-3-yl)imidazo[1,2-a]pyrimidine